FC=1C=CC(=C2C=C(N(C12)CC(F)(F)F)C#CCNC=1C=CC(=NC1)C(C#N)(C)C)NC1CCN(CC1)C 2-{5-[(3-{7-fluoro-4-[(1-methylpiperidin-4-yl)amino]-1-(2,2,2-trifluoroethyl)-1H-indol-2-yl}prop-2-yn-1-yl)amino]pyridin-2-yl}-2-methyl-propanenitrile